C1OCCC12CCNCC2 2-oxa-8-aza-spiro[4.5]decane